ClC=1C=C(C=CC1)C1=NN=C(O1)C1(CCNCC1)C 4-[5-(3-chlorophenyl)-1,3,4-oxadiazol-2-yl]-4-methylpiperidine